(S)-N-(5-(2-(2-aminopyridin-3-yl)-5-(1H-pyrazol-1-yl)-3H-imidazo[4,5-b]pyridin-3-yl)-2,3-dihydro-1H-inden-1-yl)-3-formylbenzamide NC1=NC=CC=C1C1=NC=2C(=NC(=CC2)N2N=CC=C2)N1C=1C=C2CC[C@@H](C2=CC1)NC(C1=CC(=CC=C1)C=O)=O